N-[5-(difluoromethoxy)-3-pyridyl]ethanesulfonamide FC(OC=1C=C(C=NC1)NS(=O)(=O)CC)F